2-(4,4''-bis(3-methyl-9H-carbazol-9-yl)-5',6'-bis(4-(3-methyl-9H-carbazol-9-yl)phenyl)-4'-(pyridin-2-yl)-[1,1':2',1''-terphenyl]-3'-yl)benzo[d]oxazole CC=1C=CC=2N(C3=CC=CC=C3C2C1)C1=CC=C(C=C1)C=1C(=C(C(=C(C1C1=CC=C(C=C1)N1C2=CC=CC=C2C=2C=C(C=CC12)C)C1=CC=C(C=C1)N1C2=CC=CC=C2C=2C=C(C=CC12)C)C1=NC=CC=C1)C=1OC2=C(N1)C=CC=C2)C2=CC=C(C=C2)N2C1=CC=CC=C1C=1C=C(C=CC21)C